CC1=CC2=C(N=C(NC2=O)C(C(F)(F)F)(F)F)S1 6-methyl-2-(perfluoroethyl)thieno[2,3-d]pyrimidin-4(3H)-one